tert-butyl 6-(5-{2-[di(propan-2-yl) carbamoyl]-4-fluorophenoxy} pyrimidin-4-yl)-2,6-diazaspiro[3.3]heptane-2-carboxylate CC(C)N(C(=O)C1=C(OC=2C(=NC=NC2)N2CC3(CN(C3)C(=O)OC(C)(C)C)C2)C=CC(=C1)F)C(C)C